4-(1-ethylpropylamino)-6-(4-fluoro-2-methyl-phenyl)-2-methylsulfonyl-pyrimidine-5-carbaldehyde C(C)C(CC)NC1=NC(=NC(=C1C=O)C1=C(C=C(C=C1)F)C)S(=O)(=O)C